C1N(CC12CCC2)C(=O)C2=CC=C(C=C2)NC=2C(=NN(C2)C2=C(C=CC=C2C(F)(F)F)F)C(=O)N 4-((4-(2-azaspiro[3.3]heptane-2-carbonyl)phenyl)amino)-1-(2-fluoro-6-(trifluoromethyl)phenyl)-1H-pyrazole-3-carboxamide